5'-(4,6-diphenyl-1,3,5-triazin-2-yl)-4,4''-bis(3,6-diphenyl-9H-carbazol-9-yl)-[1,1':2',1''-terphenyl]-4'-carbonitrile C1(=CC=CC=C1)C1=NC(=NC(=N1)C1=CC=CC=C1)C1=C(C=C(C(=C1)C1=CC=C(C=C1)N1C2=CC=C(C=C2C=2C=C(C=CC12)C1=CC=CC=C1)C1=CC=CC=C1)C1=CC=C(C=C1)N1C2=CC=C(C=C2C=2C=C(C=CC12)C1=CC=CC=C1)C1=CC=CC=C1)C#N